5-chloro-N-((1r,4r)-4-((3-(5-chloropyridin-2-yl)-5-fluoro-3-hydroxy-2-oxoindolin-1-yl)methyl)cyclohexyl)-2-(difluoromethyl)nicotinamide ClC=1C=NC(=C(C(=O)NC2CCC(CC2)CN2C(C(C3=CC(=CC=C23)F)(O)C2=NC=C(C=C2)Cl)=O)C1)C(F)F